3-acetyl-N-(2-fluoro-5-formyl-3-(1-methyl-1H-pyrazol-4-yl)phenyl)-7-methoxyindolizine-1-carboxamide C(C)(=O)C1=CC(=C2C=C(C=CN12)OC)C(=O)NC1=C(C(=CC(=C1)C=O)C=1C=NN(C1)C)F